O[C@H]1[C@@H](O[C@@H]([C@H]1O)CO)N1C2=NC=NC(=C2N=C1)NC([C@H](CCC(=O)N)N)=O (S)-5-{9-[(2R,3R,4S,5R)-3,4-Dihydroxy-5-(hydroxymethyl)tetrahydrofur-2-yl]-N-adenineyl}-4-amino-5-oxovaleramide